C(CCCCC)C(C(=O)OCCCCCCN(CCCCCCOC(C(CCCCCCCC)CCCCCC)=O)CCNC(=O)OC(C)(C)C)CCCCCCCC 6-[2-(tert-butoxycarbonylamino) ethyl-[6-(2-hexyldecanoyloxy)hexyl]amino]hexyl 2-hexyldecanoate